1,5-bis-hydroxyphenyl-1,4-pentadiene-3-one OC1(CC=CC(=C1)O)C=CC(C=C)=O